4-amino-1-(trifluoromethyl)cyclohexane-1,2-diol NC1CC(C(CC1)(O)C(F)(F)F)O